(2-Amino-5-fluoro-3-isopropylphenyl)picolinonitrile NC1=C(C=C(C=C1C(C)C)F)C=1C(=NC=CC1)C#N